FC(C1=CC=C(COC2CCC2)C=C1)(F)F cis-3-{[4-(trifluoromethyl)benzyl]oxy}cyclobutane